benzyl O4-tert-butyl (5R)-6-hydroxy-5-methyl-1,4-diazepane-1,4-dicarboxylate OC1[C@H](N(CCN(C1)C(=O)OCC1=CC=CC=C1)C(=O)OC(C)(C)C)C